N(=C=O)CC1(SCCSC1)CN=C=O di(isocyanatomethyl)1,4-dithiane